O(C1=CC=CC=C1)C1=NC(=NC(=C1C(F)(F)F)OC1=CC=CC=C1)C1=NC=CC=C1 4,6-diphenoxy-2-(2-pyridyl)-5-trifluoromethylpyrimidine